6-(hydroxymethyl)oxan OCC1CCCCO1